(2S,3S,4R,5R)-5-(6-(benzylamino)-2-(5-ethoxypyridin-3-yl)-9H-purin-9-yl)-3,4-dihydroxyl-N-methyltetrahydrofuran-2-carboxamide C(C1=CC=CC=C1)NC1=C2N=CN(C2=NC(=N1)C=1C=NC=C(C1)OCC)[C@H]1[C@@H]([C@@H]([C@H](O1)C(=O)NC)O)O